C1(CCCCC1)C(C)NS(=O)(=O)C1=CC=C(C2=CC=CC=C12)NC(C1=C(C=CC=C1)C)=O N-(4-(N-(1-cyclohexylethyl)sulfamoyl)naphthalen-1-yl)-2-methylbenzamide